FC=1C=C(C=C(C1)F)C(O)C1=CC=CC=C1 (3,5-difluorophenyl)(phenyl)methanol